C(C)C1=CC=CC(=N1)NC(=O)C=1C(=CC=2N(C1)C=C(N2)C2CC1(C2)COCC1)OC N-(6-ethylpyridin-2-yl)-7-methoxy-2-(6-oxaspiro[3.4]oct-2-yl)imidazo[1,2-a]pyridine-6-carboxamide